C(C)(C)(C)OC(NC1CC(C1)OC1=CC(=C(C=C1)C)C(NC1(CC1)C1=CC=CC2=CC=CC=C12)=O)=O tert-butyl(3-(4-methyl-3-((1-(naphthalen-1-yl)cyclopropyl)carbamoyl)phenoxy)cyclobutyl)carbamate